4-(2,4,6-trifluorobenzyloxy)-3-bromo-6-methyl-1-((pyridin-2-yl)methyl)pyridin-2(1H)-one FC1=C(COC2=C(C(N(C(=C2)C)CC2=NC=CC=C2)=O)Br)C(=CC(=C1)F)F